N-[(1s,3s)-3-fluorocyclobutyl]-4-(1,7-diaza-7-spiro[4.4]nonyl)-5-(3,5-difluorophenyl)nicotinamide FC1CC(C1)NC(C1=CN=CC(=C1N1CC2(CCCN2)CC1)C1=CC(=CC(=C1)F)F)=O